2,3-dimethyl-decane CC(C)C(CCCCCCC)C